(4-(4-methylpiperazin-1-yl)pyridazin-3-yl)-1-(quinoxalin-6-yl)methanimine CN1CCN(CC1)C1=C(N=NC=C1)C(=N)C=1C=C2N=CC=NC2=CC1